(trimethylsilyl)[3-(methyldipropoxysilyl)propyl]sulfide C[Si](C)(C)SCCC[Si](OCCC)(OCCC)C